(D)-galacturonic acid O=C[C@H](O)[C@@H](O)[C@@H](O)[C@H](O)C(=O)O